P(=S)([S-])([O-])[O-].[NH4+].C(C)C1=C(C(=C(C=C1)[Zn]C1=CC=CC=C1)CC)CC.[NH4+].[NH4+] triethyl-diphenyl-zinc ammonium dithiophosphate